(1-(3-chloro-4-(2-chloro-4-ethynylphenoxy)pyridin-2-yl)piperidin-4-yl)carbamic acid tert-butyl ester C(C)(C)(C)OC(NC1CCN(CC1)C1=NC=CC(=C1Cl)OC1=C(C=C(C=C1)C#C)Cl)=O